N(N)C1=CC=C(C=N1)S(=O)(NC)=NC(OC(C)(C)C)=O tert-butyl ((6-hydrazineylpyridin-3-yl)(methylamino)(oxo)-λ6-sulfaneylidene)carbamate